C1(CCCCC1)N(C(=O)OCC)C(C1=CC=CC=C1)OC(C1=CC=CC=C1)=O ((cyclohexyl(ethoxycarbonyl)amino)(phenyl)methyl)benzoate